FC(C=1C=C(C=CC1CNC(C1=CC=C(C=C1)C(C)(C)C)=O)B(O)O)(F)F 3-trifluoromethyl-4-((4-tert-butylbenzoylamino)methyl)phenylboronic acid